sodaacetic acid C([Na])(=O)O